C(C1=CC=CC=C1)NC(=O)C=1N(C(N2C1CN(CC2)C(C2=CC(=C(C=C2)Br)Cl)=O)=O)C2=CC1=C(C=C(O1)C)C=C2 N-benzyl-7-(4-bromo-3-chloro-benzoyl)-2-(2-methylbenzofuran-6-yl)-3-oxo-6,8-dihydro-5H-imidazo[1,5-a]pyrazine-1-carboxamide